C1(CC1)N1CCC(CC1)N1CCC(CC1)C=1C=C(C2=C(NC(=N2)C2=CC(=C(C=C2)OC)OC)C1)C 6-(1'-Cyclopropyl-[1,4'-bipiperidin]-4-yl)-2-(3,4-dimethoxyphenyl)-4-methyl-1H-benzo[d]imidazol